COC(=O)C1CN(C=2N1C(C(=C(C2C2=CC(=CC=C2)C(F)(F)F)C(C2=CC=CC1=CC=CC=C21)(F)F)Br)=O)CC2=CC=CC=C2 Methyl-1-benzyl-6-bromo-7-(difluoro(naphthalen-1-yl)methyl)-5-oxo-8-(3-(trifluoromethyl) phenyl)-1,2,3,5-tetrahydroimidazo[1,2-a]pyridine-3-carboxylate